C(=C)C1=CC=C(C=C1)CCC1=CC=C(C=C1)CCC1=CC=C(C=C1)C=C 1,4-bis(p-vinylphenylethyl)benzene